(1S)-2,2-difluoro-N-(4-propan-2-yl-3-pyridin-2-ylphenyl)cyclopropane-1-carboxamide FC1([C@@H](C1)C(=O)NC1=CC(=C(C=C1)C(C)C)C1=NC=CC=C1)F